ClC1=NC=C(C=C1NS(=O)(=O)C)C=1C=C2C(=C(C=NC2=CC1)C#N)N[C@@H](CO)C1=CC=CC=C1 (R)-N-(2-chloro-5-(3-cyano-4-((2-hydroxy-1-phenylethyl)amino)quinolin-6-yl)pyridin-3-yl)methanesulfonamide